C1(CC1)C1=C(C=C(C(=C1)I)C)NC1=CC=C2C(=N1)C(N(C2)C2CCSCC2)=O 2-((2-cyclopropyl-4-iodo-5-methylphenyl)amino)-6-(tetrahydro-2H-thiopyran-4-yl)-5,6-dihydro-7H-pyrrolo[3,4-b]pyridin-7-one